The molecule is a sesquiterpene lactone and an organic heterotricyclic compound that is 2,3,3a,4,5,6,6a,9,9a,9b-decahydroazuleno[4,5-b]furan substituted by an acetoxy group at position 4, hydroxy groups at positions 6 and 9, methyl groups at positions 6 and 9, a methylidene group at position 3 and an oxo group at position 2. It is a guaianolide isolated from Chrysanthemum boreale and has been shown to exhibit cytotoxic activity against human cancer cell lines. It has a role as a metabolite and an antineoplastic agent. It is a sesquiterpene lactone, an organic heterotricyclic compound, an acetate ester, a tertiary alcohol and a gamma-lactone. CC(=O)O[C@H]1C[C@@]([C@@H]2C=C[C@@]([C@@H]2[C@@H]3[C@@H]1C(=C)C(=O)O3)(C)O)(C)O